NC1=C(C(=NN1C1(CC1)C)C1=C(C(=C(C=C1)CC(NC1=CC(=NO1)C12CC(C1)(C2)C(F)(F)F)=O)F)F)C(=O)N 5-Amino-3-[2,3-difluoro-4-[([3-[3-(trifluoromethyl)bicyclo[1.1.1]pentan-1-yl]-1,2-oxazol-5-yl]carbamoyl)methyl]phenyl]-1-(1-methylcyclopropyl)pyrazole-4-carboxamide